FC(CN1N=CC2=CC=C(C=C12)COC1=CC=CC(=N1)C1CCN(CC1)CC1=NC=2C(=NC(=CC2)C(=O)[O-])N1C[C@H]1OCC1)F (S)-2-((4-(6-((1-(2,2-difluoroethyl)-1H-indazol-6-yl)methoxy)pyridine-2-yl)piperidin-1-yl)methyl)-3-(oxetan-2-ylmethyl)-3H-imidazo[4,5-b]pyridine-5-carboxylate